Tris(2-vinyl-6-t-butylphenyl)phosphate C(=C)C1=C(C(=CC=C1)C(C)(C)C)OP(=O)(OC1=C(C=CC=C1C(C)(C)C)C=C)OC1=C(C=CC=C1C(C)(C)C)C=C